COC=1C=C(C=C(C1)OC)NCC(CC1=CNC(O1)=O)O 5-[3-(3,5-Dimethoxyphenylamino)-2-hydroxypropyl]-1,3-oxazol-2(3H)-one